2-isopropyl-5-methyltetrahydrospiro[cyclohexane-1,3'-pyrrolo[1,2-c]imidazol]-1'(2'H)-one C(C)(C)C1CCC(CC12NC(C1N2CCC1)=O)C